COC1=C(C=CC(=N1)C=1C=CC(NN1)N(C1C[C@H]2CC[C@@H](C1)N2C(=O)OC(C)(C)C)C)C=2C=NN(C2)C tert-butyl (1R,3s,5S)-3-((6-(6-methoxy-5-(1-methyl-1H-pyrazol-4-yl) pyridin-2-yl)-2,3-dihydropyridazin-3-yl) (methyl)amino)-8-azabicyclo[3.2.1]octane-8-carboxylate